3-(4-((3-(aminomethyl)bicyclo[1.1.1]pentan-1-yl)(2-cyclopropylethyl)amino)-1-oxoisoindolin-2-yl)piperidine-2,6-dione NCC12CC(C1)(C2)N(C2=C1CN(C(C1=CC=C2)=O)C2C(NC(CC2)=O)=O)CCC2CC2